ethyl 5-((4-(2-((4-(3-((tert-butoxycarbonyl)amino)propoxy)phenyl)amino)pyrrolo[2,1-f][1,2,4]Triazin-7-yl)phenyl)amino)pentanoate C(C)(C)(C)OC(=O)NCCCOC1=CC=C(C=C1)NC1=NN2C(C=N1)=CC=C2C2=CC=C(C=C2)NCCCCC(=O)OCC